N-[(1S)-1-(dicyclopropylmethyl)-2-[[5-(3,5-dimethyl-1H-pyrazol-4-yl)-6-fluoro-2-pyridyl]amino]-2-oxo-ethyl]-5-hydroxy-benzofuran-3-carboxamide C1(CC1)C([C@@H](C(=O)NC1=NC(=C(C=C1)C=1C(=NNC1C)C)F)NC(=O)C1=COC2=C1C=C(C=C2)O)C2CC2